3-(cyclopropoxy)-1-(2,2-difluoroethyl)pyrazol-4-amine C1(CC1)OC1=NN(C=C1N)CC(F)F